NC1=NC(=C(C=C1C=1C=C2CCNC(C2=CC1)=O)C1=CC=C(C=C1)N1C[C@H](N([C@H](C1)C)C)C)F 6-(2-amino-6-fluoro-5-(4-((3R,5S)-3,4,5-trimethylpiperazin-1-yl)phenyl)pyridin-3-yl)-3,4-dihydroisoquinolin-1(2H)-one